oxathietane C1CSO1